ON=C1C[C@](OCC1)(C)C=O ((R)-4-(hydroxyimino)-2-methyltetrahydro-2H-pyran-2-yl)methanone